2-(6-(2-(2-fluoro-5-(trifluoromethoxy)benzyl)-2H-1,2,3-triazol-4-yl)pyridin-2-yl)-2-hydroxypropane-1-sulfonamide FC1=C(CN2N=CC(=N2)C2=CC=CC(=N2)C(CS(=O)(=O)N)(C)O)C=C(C=C1)OC(F)(F)F